Bornylamino-oxazoline C12(C(CC(CC1)C2(C)C)NC=2OCCN2)C